tert-butyl (3S,4S)-4-(3-(2-chlorophenoxy)-2,2-dimethylpropanamido)-3-methylpiperidine-1-carboxylate ClC1=C(OCC(C(=O)N[C@@H]2[C@H](CN(CC2)C(=O)OC(C)(C)C)C)(C)C)C=CC=C1